sodium bis(tert-butyl) phosphate P(=O)(OC(C)(C)C)(OC(C)(C)C)[O-].[Na+]